CCCCCCCCCCCCCCCCCC(=O)OC(CCCCCCCCC)CCCCCCCC(=O)[O-] The molecule is a monocarboxylic acid anion that is the conjugate base of 9-(octadecanoyloxy)octadecanoic acid, obtained by deprotonation of the carboxy group; major species at pH 7.3. It is a conjugate base of a 9-(octadecanoyloxy)octadecanoic acid.